C1(=CC=C(C=C1)[2H])N1C(CCC1)=O 1-(phenyl-4-d)pyrrolidin-2-one